BrC=1C=C(C(=NC1)C(=O)O)F 5-bromo-3-fluoropicolinic acid